C(OCC=C)([O-])=O racemic-allyl carbonate